CN(CCN(C1=C(C=C(C=C1)C1=C(OC=2N=CN=C(C21)NC2=CC=CC=C2)C2=CC=CC=C2)NC(C=C)=O)C)C N-(2-{[2-(Dimethylamino)ethyl](methyl)amino}-5-[6-phenyl-4-(phenylamino)furo[2,3-d]pyrimidin-5-yl]phenyl)prop-2-enamide